4-(prop-1-en-2-yl)-N-(1-(3,4,5-trimethoxyphenyl)-1H-imidazol-4-yl)quinazolin-2-amine C=C(C)C1=NC(=NC2=CC=CC=C12)NC=1N=CN(C1)C1=CC(=C(C(=C1)OC)OC)OC